C(CC)C1C(CC2=CC=CC=C12)N n-propyl-2,3-dihydro-1H-inden-2-amine